2-ethylmalonic acid potassium salt [K+].C(C)C(C(=O)[O-])C(=O)[O-].[K+]